COC1=CC=C(C=C1)S(=O)(=O)CC(=O)C1=CC=CC=C1 2-(4-methoxybenzenesulfonyl)acetophenone